5-fluoroquinazolin FC1=C2C=NC=NC2=CC=C1